C[N@@+]1(CCC2=CC(=C(C=C2[C@H]1CC3=CC(=C(C=C3)OC)OC)OC)OC)CCC(=O)OCCCCCOC(=O)CC[N@+]4(CCC5=CC(=C(C=C5[C@H]4CC6=CC(=C(C=C6)OC)OC)OC)OC)C.C1=CC=C(C=C1)S(=O)(=O)[O-].C1=CC=C(C=C1)S(=O)(=O)[O-] The molecule is the (1R,1'R,2R,2'R)-diastereoisomer of atracurium besylate. Commercial preparations of atracurium are mixtures of 10 stereoisomers, of which cisatracurium generally constitutes about 15%. Cisatracurium besylate is about 3 times more potent than the mixture of atracurium isomers as a neuromuscular blocking agent, and is used as a muscle relaxant for endotracheal intubation, to aid controlled ventilation, and in general anaesthesia. It has a role as a muscle relaxant and a nicotinic antagonist. It is a quaternary ammonium salt, an atracurium besylate and an organosulfonate salt. It contains a cisatracurium.